C(C)(C)(C)C=1C=CC=2N(C1)C(=CN2)C2=CC=CC(=N2)N[C@H]2CNC[C@@H]2F 6-(6-(tert-butyl)imidazo[1,2-a]pyridin-3-yl)-N-((3S,4S)-4-fluoropyrrolidin-3-yl)pyridin-2-amine